manganese 2-ethyl-hexaneN C(C)C(=C)CCCC.[Mn]